ClC=1C=C(C=CC1OC)CCC=1N=C2N(C=CC(=C2)C=2C(=NOC2C)C)C1NC1CCCCC1 2-[2-(3-chloro-4-methoxyphenyl)ethyl]-N-cyclohexyl-7-(3,5-dimethyl-1,2-oxazol-4-yl)imidazo[1,2-a]pyridin-3-amine